C(C)(C)(C)OC(=O)N1[C@@H](CC(C1)(F)F)CN (2S)-2-(aminomethyl)-4,4-difluoropyrrolidine-1-carboxylic acid tert-butyl ester